3-oxoaziridine-1-carboxylic acid tert-butyl ester C(C)(C)(C)OC(=O)N1CC1=O